methyl (2S,4R)-4-((methylsulfonyl)oxy)pyrrolidine-2-carboxylate hydrochloride Cl.CS(=O)(=O)O[C@@H]1C[C@H](NC1)C(=O)OC